OC(CCCCCCCCCCCCCCC(=O)O)CCCCCC 16-Hydroxy-docosanoic acid